ClC1=CC=C(C=C1)C=1OC2=C(N1)C=CC(=C2)C2=CC=C(C=C2)C2=CC=C(C=C2)C#N 2-(4-chloro-phenyl)-6-(4'-cyano-biphenyl-4-yl)-benzoxazole